4-benzyloxy-3-bromo-benzonitrile C(C1=CC=CC=C1)OC1=C(C=C(C#N)C=C1)Br